Cl.ClC1=C(NC2=C(C(=C(C(=C12)C1=C2CCNCC2=CC=C1)F)F)C(=O)N)C 3-chloro-5,6-difluoro-2-methyl-4-(1,2,3,4-tetrahydroisoquinolin-5-yl)-1H-indole-7-carboxamide hydrochloride